2-((phenylamino)methyl)bicyclo[2.2.1]heptan-2-amine C1(=CC=CC=C1)NCC1(C2CCC(C1)C2)N